(3,5-dichloro-1H-indazol-4-yl)-1-[(1S,3R)-3-(hydroxymethyl)-1-methyl-5-(1H-pyrazol-4-yl)-3,4-dihydro-1H-isoquinolin-2-yl]ethanone ClC1=NNC2=CC=C(C(=C12)CC(=O)N1[C@H](C2=CC=CC(=C2C[C@@H]1CO)C=1C=NNC1)C)Cl